(R)-2-((((9H-fluoren-9-yl)methoxy)carbonyl)amino)-3-((tert-butoxycarbonyl)amino)propanoic acid C1=CC=CC=2C3=CC=CC=C3C(C12)COC(=O)N[C@@H](C(=O)O)CNC(=O)OC(C)(C)C